diethylene glycol bis(3-Mercaptopropionate) SCCC(=O)OCCOCCOC(CCS)=O